C1=CC2=C(C=C1O)C(=CN2)CC=O The molecule is an aldehyde that is acetaldehyde substituted by a 5-hydroxyindol-3-yl group. It has a role as a mouse metabolite and a human metabolite. It is a member of hydroxyindoles and an indoleacetaldehyde.